ClC=1C(=C(C(=CC1)N1N=CN=N1)C=CC(=O)NC(C(=O)NC1=C(C=C(C(=O)O)C=C1)F)C1=CC=CC=C1)F 4-(2-(3-(3-chloro-2-fluoro-6-(2H-tetrazol-2-yl)phenyl)acrylamido)-2-phenylacetamido)-3-fluorobenzoic acid